3-[2-[2-(2,4-Dimethoxyphenyl)-1-pyrrolidinyl]-2-oxoethyl]-2,4(1H,3H)-quinazolinedione COC1=C(C=CC(=C1)OC)C1N(CCC1)C(CN1C(NC2=CC=CC=C2C1=O)=O)=O